FC1=CC=CC=2C=3N(C(=NC12)N)C=C(N3)CC3=C1CCN(CC1=CC=C3)CC3=NC=CC=C3 7-fluoro-2-((2-(pyridin-2-ylmethyl)-1,2,3,4-tetrahydroisoquinolin-5-yl)methyl)imidazo[1,2-c]quinazolin-5-amine